(1R,2S,5S)-3-((R)-2-methoxybutyryl)-6,6-dimethyl-N-((S)-3-oxo-1-((S)-2-oxopyrrolidin-3-yl)-4-(trifluoromethoxy)butan-2-yl)-3-azabicyclo[3.1.0]hexane-2-carboxamide CO[C@@H](C(=O)N1[C@@H]([C@H]2C([C@H]2C1)(C)C)C(=O)N[C@@H](C[C@H]1C(NCC1)=O)C(COC(F)(F)F)=O)CC